NC1CCCC(=O)N1 5-aminopentano-lactam